5-[(5-Bromo-3-pyridinyl)sulfonyl]-2-methylpyridine BrC=1C=C(C=NC1)S(=O)(=O)C=1C=CC(=NC1)C